C(CCCC)C1=NC(=NC(=N1)CCCCC)C1=CC=C(C=C1)Br 2,4-dipentyl-6-p-bromophenyl-1,3,5-triazine